(1-(((7-(8-ethyl-7-fluoro-3-(methoxymethoxy)naphthalen-1-yl)-8-fluoro-4-(1,4-oxazepan-4-yl)pyrido[4,3-d]pyrimidin-2-yl)oxy)methyl)cyclopropyl)methanol C(C)C=1C(=CC=C2C=C(C=C(C12)C1=C(C=2N=C(N=C(C2C=N1)N1CCOCCC1)OCC1(CC1)CO)F)OCOC)F